amino-3-(1,2,3,4,5,8-hexahydroindolizin-7-yl)-benzofuran NC=1OC2=C(C1C1=CCN3CCCC3C1)C=CC=C2